N-[(1S)-1-[(6S)-6-[[[(2R)-2-chloro-2-fluoro-acetyl]-[[(3S)-2-oxopyrrolidin-3-yl]methyl]amino]carbamoyl]-5-azaspiro[2.4]heptane-5-carbonyl]-2,2-dimethyl-propyl]-2-methyl-propanamide Cl[C@H](C(=O)N(C[C@H]1C(NCC1)=O)NC(=O)[C@H]1N(CC2(CC2)C1)C(=O)[C@H](C(C)(C)C)NC(C(C)C)=O)F